N-[(6-({[(1-methylcyclopropyl)methyl]amino}methyl)imidazo[1,2-a]pyridin-2-yl)methyl]-4-oxo-4H-pyrido[1,2-a]pyrimidine-2-carboxamide CC1(CC1)CNCC=1C=CC=2N(C1)C=C(N2)CNC(=O)C=2N=C1N(C(C2)=O)C=CC=C1